NC=1C=C(C#N)C=CC1C=1SC(=CC1)F 3-amino-4-(5-fluorothiophen-2-yl)benzonitrile